dibromo-3,3'-bithiophene BrC=1C(=C(SC1)Br)C1=CSC=C1